(2S,4R)-4-hydroxy-2-({(1R)-2-hydroxy-1-[4-(4-methyl-1,3-thiazol-5-yl)phenyl]ethyl}carbamoyl)pyrrolidine O[C@@H]1C[C@H](NC1)C(N[C@@H](CO)C1=CC=C(C=C1)C1=C(N=CS1)C)=O